BrC=1C=C(C=CC1)C1=NC(=NN1C1=C(C=C(C=C1C)C)C)C 5-(3-bromophenyl)-1-(2,4,6-trimethylphenyl)-3-methyl-1H-1,2,4-triazole